ClC=1C=CC2=C([C@@H]([C@](O2)(C2=NC=CC=C2)CNC(OC(C)(C)C)=O)O)C1C1=C(C(=CC=C1C#N)OC)F |o1:6,7| Tert-butyl (((2R*,3S*,4S*)-5-chloro-4-(6-cyano-2-fluoro-3-methoxyphenyl)-3-hydroxy-2-(pyridin-2-yl)-2,3-dihydrobenzofuran-2-yl)methyl)carbamate